(1S,2R,6S)-2-amino-6-(3-(3-fluorophenyl)-1H-1,2,4-triazol-1-yl)cyclohexanol N[C@H]1[C@@H]([C@H](CCC1)N1N=C(N=C1)C1=CC(=CC=C1)F)O